CN(C1CC=C(CC1)C=1C=NC2=CC=C(N=C2C1)C=1C(=NNC1)C1=NC(=CC=C1)C)C N,N-dimethyl-4-[6-[3-(6-methyl-2-pyridyl)-1H-pyrazol-4-yl]-1,5-naphthyridin-3-yl]cyclohex-3-en-1-amine